4-amino-N-((6-bromo-3-pyridazinyl)methyl)-N-((1R)-1-(2-pyrimidinyl)ethyl)-1,3-dihydrofuro[3,4-c]quinoline-8-carboxamide NC1=NC=2C=CC(=CC2C2=C1COC2)C(=O)N([C@H](C)C2=NC=CC=N2)CC=2N=NC(=CC2)Br